C(C)(C)N(P(C1=C(C=CC=C1)[Si](C)(C)C)C1=CC=C(C=C1)[Si](CCCC)(CCCC)CCCC)P(C1=C(C=CC=C1)[Si](C)(C)C)C1=CC=C(C=C1)[Si](CCCC)(CCCC)CCCC N-isopropyl-1-(4-(tributylsilyl)phenyl)-N-((4-(tributylsilyl)phenyl)(2-(trimethylsilyl)phenyl)phosphaneyl)-1-(2-(trimethylsilyl)phenyl)phosphanamine